S1C(CCC1)CNC1=NN(C=C1)COCC[Si](C)(C)C N-(tetrahydrothiophen-2-ylmethyl)-1-(2-trimethylsilylethoxymethyl)pyrazol-3-amine